2-amino-4,6,7,8-tetrahydropyrazolo[4,3-c]azepine-5(2H)-carboxylic acid tert-butyl ester C(C)(C)(C)OC(=O)N1CC=2C(CCC1)=NN(C2)N